tris(2-methyl-4-hydroxy-5-tert-butylphenyl)butane CC1=CC(=C(C=C1CC(C2=CC(=C(C=C2C)O)C(C)(C)C)C(C)C3=CC(=C(C=C3C)O)C(C)(C)C)C(C)(C)C)O